3'-ethoxy-5-(2-methoxy-2-oxoethoxy)-4'-(7-oxo-6,7-dihydro-3H-[1,2,3]triazolo[4,5-d]pyrimidin-5-yl)-[1,1'-biphenyl]-3-carboxylic acid methyl ester COC(=O)C=1C=C(C=C(C1)OCC(=O)OC)C1=CC(=C(C=C1)C=1NC(C2=C(N1)NN=N2)=O)OCC